F[C@@H]1[C@@H](C1)C(=O)NC=1C=C2C(=CN1)N(C(=C2C)C=2C(=NC=CC2)OC)C (1S,2S)-2-fluoro-N-(2-(2-methoxypyridin-3-yl)-1,3-dimethyl-1H-pyrrolo[2,3-c]pyridin-5-yl)cyclopropanecarboxamide